C(C)OC(C[C@@H](C=1C=NC(=CC1)OC)N1C(C(C1)(C)CCCCC=C)=O)=O.CNC1=CC=C(C=C1)C(C)(C)C1=CC=C(C=C1)NC 2,2-bis(4-methylaminophenyl)propane Ethyl-(3S)-3-(3-(hex-5-en-1-yl)-3-methyl-2-oxoazetidin-1-yl)-3-(6-methoxypyridin-3-yl)propanoate